(1R,3s)-3-((S)-1-(benzyloxy)ethyl)cyclobutan-1-ol C(C1=CC=CC=C1)O[C@H](C)C1CC(C1)O